dithiazepane C1CCSSNC1